CCCCCCCCCC(=O)CC(=O)O The molecule is a 3-oxo fatty acid. It derives from a dodecanoic acid. It is a conjugate acid of a 3-oxododecanoate.